1-(4-bromo-5-methyl-1H-pyrazol-1-yl)-2-methylpropan-2-ol BrC=1C=NN(C1C)CC(C)(O)C